(4-hydroxy-3-methoxybenzyl)nonanamide OC1=C(C=C(CC(C(=O)N)CCCCCCC)C=C1)OC